ClC=1N=C(C2=C(N1)C=C(S2)C(=O)O)N2CCOCC2 2-chloro-4-morpholinothieno[3,2-d]pyrimidine-6-carboxylic acid